2-Phenylpropandiol C1(=CC=CC=C1)C(C(O)O)C